tert-butyl (2S,5R)-5-(5-((2,4-dimethoxybenzyl)amino)-8-methoxy-[1,2,4]triazolo[1,5-c]quinazolin-2-yl)-2-methylpiperidine-1-carboxylate COC1=C(CNC2=NC=3C=C(C=CC3C=3N2N=C(N3)[C@@H]3CC[C@@H](N(C3)C(=O)OC(C)(C)C)C)OC)C=CC(=C1)OC